BrC1=CC=C(C=C1)C=1N=C(SC1)NC(=O)C=1OC=CC1NC(C(F)(F)F)=O N-(4-(4-Bromophenyl)thiazol-2-yl)-3-(2,2,2-trifluoroacetamido)furan-2-carboxamide